[Si](C)(C)(C(C)(C)C)O[C@H](CN1N=C(C=C1CO)OCC)C (S)-(1-(2-((tert-butyldimethylsilyl)oxy)propyl)-3-ethoxy-1H-pyrazol-5-yl)methanol